C(CCCC)OC=1C2=CC=CC=C2C(=C2C=CC=CC12)OCCCCC 9,10-dipentoxyanthracene